6-hydroxy-8-methyl-2-(4-trifluoromethyl-pyridin-2-yl)-3-(2-trimethylsilyl-ethoxymethyl)-3H-quinazolin-4-one OC=1C=C2C(N(C(=NC2=C(C1)C)C1=NC=CC(=C1)C(F)(F)F)COCC[Si](C)(C)C)=O